BrC1=CC=CC=2C(C3=CC=CC=C3C12)(C)C 4-bromo-9,9-dimethyl-9H-fluorene